N1C=CC2=CC(=CC=C12)NC(=O)NC1=CC(=C(C=C1)OC1=CC=CC=C1)C 1-(1H-indol-5-yl)-3-(3-methyl-4-phenoxy-phenyl)urea